C1(=CC=CC2=CC=CC=C12)C(=O)[O-].C1(=CC=CC2=CC=CC=C12)C(=O)[O-].C(CCCCC)[Sn+2]CCCCCC dihexyl-tin dinaphthate